6-chloro-3-methyl-N-(m-tolyl)pyridineamide ClC1=CC=C(C(=N1)C(=O)NC=1C=C(C=CC1)C)C